C(C)(C)(C)[Si](C1=CC=CC=C1)(C1=CC=CC=C1)OCCOC12CC3(CC(CC(C1)C3)C2)CN2N=CC(=C2C)I tert-butyl-[2-[[3-[(4-iodo-5-methyl-pyrazol-1-yl)methyl]-1-adamantyl]oxy]ethoxy]-diphenyl-silane